(S)-2-ethyl-5-((4-((2-hydroxy-1-phenylethyl)amino)-5-(1,2,4-oxadiazol-5-yl)pyrimidin-2-yl)amino)-3,3-dimethylisoindolin-1-one C(C)N1C(C2=CC=C(C=C2C1(C)C)NC1=NC=C(C(=N1)N[C@H](CO)C1=CC=CC=C1)C1=NC=NO1)=O